O[C@H](CNC(C1=CC=C(C=C1)C(=O)N1CCOCC1)=O)C1N=CC2=CC(=CC=C2C1)OCC1=CN=CO1 3-((R)-1-hydroxy-2-(4-(morpholine-4-carbonyl)benzamido)ethyl)-7-(oxazol-5-ylmethoxy)-3,4-dihydroisoquinoline